C1CC[C@H]2[C@@H](C1)C[C@H](N2C(=O)[C@H]3CC4=CC=CC=C4CN3C(=O)[C@H](CO)NC(=O)[C@H](CC5=CC=CS5)NC(=O)CNC(=O)[C@@H]6C[C@H](CN6C(=O)[C@@H]7CCCN7C(=O)[C@H](CCCN=C(N)N)NC(=O)[C@@H](CCCN=C(N)N)N)O)C(=O)N[C@@H](CCCN=C(N)N)C(=O)N The molecule is a ten-membered synthetic oligopeptide consisting of D-Arg, Arg, Pro, Hyp, Gly, Thi, Ser, D-Tic, Oic, and Arg residues joined in sequrence. A bradykinin receptor antagonist used as its acetate salt for the treatment of acute attacks of hereditary angioedema in adult patients. It has a role as a peptidomimetic, a beta-adrenergic antagonist and a bradykinin receptor antagonist.